C(C)(=O)C=1C(=NC(=CC1)N1C=NC2=C1C=CC(=C2)NC=2N=NC=CN2)N2N=C(C=C2C)C#N 1-[3-acetyl-6-[5-(1,2,4-triazin-3-ylamino)benzimidazol-1-yl]-2-pyridyl]-5-methyl-pyrazole-3-carbonitrile